[Ti].C[SiH](C1C2=CC=CC=C2C=2C=CC=CC12)C dimethyl-9-fluorenyl-silane titanium